BrC1=CC=2CC3C(O3)C2C=C1 4-bromo-1aH,6H,6aH-indeno[1,2-b]oxirene